(+)-2,2'-bis[di(3,5-xylyl)phosphino]-1,1'-binaphthyl C1(=CC(=CC(=C1)C)C)P(C1=C(C2=CC=CC=C2C=C1)C1=C(C=CC2=CC=CC=C12)P(C1=CC(=CC(=C1)C)C)C1=CC(=CC(=C1)C)C)C1=CC(=CC(=C1)C)C